COC1=C(C=CC(=C1)/C=C/COC(=O)C2=CC=CC=C2)O The molecule is a benzoate ester obtained by the formal condensation of coniferol with benzoic acid. It has a role as an antifeedant, an allelochemical and a plant metabolite. It is a benzoate ester and a member of guaiacols. It derives from a coniferol.